ClC1=C2C(=NC=C1)N(C=C2C2=NC=CN=C2)COCC[Si](C)(C)C 2-[(4-chloro-3-pyrazin-2-yl-pyrrolo[2,3-b]pyridin-1-yl)methoxy]ethyl-trimethyl-silane